O=C1NC(CC[C@@H]1C1=CC=C(C=C1)N1CCC(CC1)(F)CC=O)=O |r| RAC-(R)-2-(1-(4-(2,6-DIOXOPIPERIDIN-3-YL)PHENYL)-4-FLUOROPIPERIDIN-4-YL)ACETALDEHYDE